methyl 4-(8,11-di-tert-butylperylen-3-yl)-4-oxobutanoate C(C)(C)(C)C=1C=C2C3=CC=CC4=C(C=CC(C=5C=C(C=C(C1)C25)C(C)(C)C)=C43)C(CCC(=O)OC)=O